methyl 2-amino-9,9-difluoro-9H-fluorene-3-carboxylate NC1=CC=2C(C3=CC=CC=C3C2C=C1C(=O)OC)(F)F